(4-(1,4-dioxan-2-yl)phenyl)methanol O1C(COCC1)C1=CC=C(C=C1)CO